ClC1=C(NC2=CC=C(C(=C12)Cl)F)C(=O)N1[C@H](CN(CC1)C)C (3,4-dichloro-5-fluoro-1H-indol-2-yl)-[(2S)-2,4-dimethylpiperazin-1-yl]methanone